(di-t-butylphosphino)-1,1'-binaphthyl C(C)(C)(C)P(C(C)(C)C)C1=C(C2=CC=CC=C2C=C1)C1=CC=CC2=CC=CC=C12